OCC(=O)C1=CC=CC=C1 alpha-hydroxyacetophenone